(1S)-1-(2-methylprop-1-en-1-yl)-6-(2H-1,2,3-triazol-2-yl)-2-[4-(trifluoromethyl)pyrimidin-2-yl]-2,3,4,9-tetrahydro-1H-pyrido[3,4-b]indole CC(=C[C@@H]1N(CCC2=C1NC1=CC=C(C=C21)N2N=CC=N2)C2=NC=CC(=N2)C(F)(F)F)C